1-benzoyl-5-hydroxypiperidine-2,2-dicarboxylic acid diethyl ester C(C)OC(=O)C1(N(CC(CC1)O)C(C1=CC=CC=C1)=O)C(=O)OCC